C(C)(C)(C)OC(=O)N1N=C(C=C1)CBr 3-(bromomethyl)-1H-pyrazole-1-carboxylic acid tert-butyl ester